5,6,7,7a-tetrahydrothieno[3,2-c]pyridin-2(4H)-one hydrochloride Cl.S1C(C=C2CNCCC21)=O